C(C)C=1C(=C(C=CC1)OP(OC1=C(C(=CC=C1)CC)CC)OC1=C(C(=CC=C1)CC)CC)CC tris(diethylphenyl)phosphite